4-fluoropyrazolo[1,5-a]pyridine-7-Nitrile FC=1C=2N(C(=CC1)C#N)N=CC2